2-(4-((3-((S)-1-(2-aminopyrazolo[1,5-a]pyrimidine-3-carboxamido)ethyl)-1-oxo-2-phenyl-1,2-dihydroisoquinolin-8-yl)ethynyl)-1H-1,2,3-triazol-1-yl)ethyl 1-methyl-D-tryptophanate CN1C=C(C[C@@H](N)C(=O)OCCN2N=NC(=C2)C#CC=2C=CC=C3C=C(N(C(C23)=O)C2=CC=CC=C2)[C@H](C)NC(=O)C=2C(=NN3C2N=CC=C3)N)C3=CC=CC=C13